C(C)(=O)OC=1C=C2C(=CN(C2=CC1)C(=O)OC(C)(C)C)Br tert-Butyl 5-acetoxy-3-bromo-1H-indole-1-carboxylate